FC=1C(=C(C=CC1F)[C@@H]1[C@H](O[C@](C1)(C(F)(F)F)C)C(=O)NC1=CC(=NC=C1)C(=O)N)OC 4-((2S,3R,5R)-3-(3,4-difluoro-2-methoxyphenyl)-5-methyl-5-(trifluoromethyl)tetrahydrofuran-2-carboxamido)picolinamide